C1(CCC(N1OC(=O)OCCS(=O)(=O)CCOC(=O)ON1C(CCC1=O)=O)=O)=O Bis[2-(Succinimidooxy carbonyloxy)ethyl] Sulfone